C(=O)(O)CN(CCN(CCN(CC(=O)O)CC(=O)O)CC(=O)O)CC(=O)O pentakis(carboxymethyl)Diethylenetriamine